Tri-n-propoxy(trimethyl-siloxy)zirconium C(CC)O[Zr](O[Si](C)(C)C)(OCCC)OCCC